2,4-di-t-butylcatechol C(C)(C)(C)C1(C(O)C=CC(=C1)C(C)(C)C)O